N[SiH](CCC(OC)(OC)OC)CCC(OC)(OC)OC aminobistrimethoxypropyl-silane